1-(3-(difluoromethoxy)phenyl)-3-methyl-N-(3-methyl-1,1-dioxidothietan-3-yl)-2-oxo-2,3-dihydro-1H-benzo[d]imidazole-5-carboxamide FC(OC=1C=C(C=CC1)N1C(N(C2=C1C=CC(=C2)C(=O)NC2(CS(C2)(=O)=O)C)C)=O)F